2-[(3-{6-[(2,4-dichlorophenoxy)methyl]-3-fluoropyridin-2-yl}-2,5-dihydro-1H-pyrrol-1-yl)methyl]-4-fluoro-1-{[(2S)-oxetan-2-yl]methyl}-1H-1,3-benzodiazole-6-carboxylic acid ClC1=C(OCC2=CC=C(C(=N2)C=2CN(CC2)CC2=NC3=C(N2C[C@H]2OCC2)C=C(C=C3F)C(=O)O)F)C=CC(=C1)Cl